NC1=C(C2=C(S1)CSC21CN(C1)C1=NC(=NC(=C1C#N)Cl)OC[C@]12CCCN2C[C@@H](C1)F)C#N 2'-amino-1-(6-chloro-5-cyano-2-(((2R,7aS)-2-fluorotetrahydro-1H-pyrrolizin-7a(5H)-yl)methoxy)pyrimidin-4-yl)-6'H-spiro[azetidine-3,4'-thieno[3,4-b]thiophene]-3'-carbonitrile